C(C=C)(=O)N1C[C@@H](N(C[C@H]1C)C=1C2=C(N(C(N1)=O)C=1C(=NC=CC1C)C(C)C)N=C(C(=C2)Cl)C2=C(C=CC=C2O)F)C 4-((2S,5R,M)-4-Acryloyl-2,5-dimethylpiperazin-1-yl)-6-chloro-7-(2-fluoro-6-hydroxyphenyl)-1-(2-isopropyl-4-methylpyridin-3-yl)pyrido[2,3-d]pyrimidin-2(1H)-one